methyl (2S)-2-((2S)-2-(((2-(3-chlorophenyl)-2,2-difluoro-1-phenylethoxy) carbonyl)amino)-3-(1-ethylcyclopropyl)propanamido)-3-((S)-2-oxopyrrolidin-3-yl)propanoate ClC=1C=C(C=CC1)C(C(OC(=O)N[C@H](C(=O)N[C@H](C(=O)OC)C[C@H]1C(NCC1)=O)CC1(CC1)CC)C1=CC=CC=C1)(F)F